BrC1=C2C(=NN(C2=CC=C1)CC(=O)OCC)C1CCN(CC1)C(=O)OC(C)(C)C tert-butyl 4-(4-bromo-1-(2-ethoxy-2-oxoethyl)-1H-indazol-3-yl)piperidine-1-carboxylate